N-cyclohexyl-2-benzothiazol-sulphenamide C1(CCCCC1)NSC=1SC2=C(N1)C=CC=C2